1-(3-iodophenyl)-(S,S)-1,2-hexanediol IC=1C=C(C=CC1)[C@@H]([C@H](CCCC)O)O